S1C=C(C2=C1C=CC=C2)N[C@@H](C)C(=O)O 3-Benzothienyl-alanine